[Si](C)(C)(C(C)(C)C)OCC1=C(OC=2C=CC(=NC2)[N+](=O)[O-])C=CC(=C1)F 5-(2-(((tert-butyldimethylsilyl)oxy)methyl)-4-fluorophenoxy)-2-nitropyridine